5-[4-(2-cyclopropylmethoxy-3-pyridyl)-2,6-difluoro-phenyl]hexanoic acid C1(CC1)COC1=NC=CC=C1C1=CC(=C(C(=C1)F)C(CCCC(=O)O)C)F